FC=1C=C(C=C(C1)F)CN1CC2=C(CC1)N(N(C2=O)CC2=CC=C(C=C2)O)C 5-[(3,5-difluorophenyl)methyl]-2-[(4-hydroxyphenyl)methyl]-1-methyl-6,7-dihydro-4H-pyrazolo[4,3-c]pyridin-3-one